(S)-1-methyl-N-((S)-5-methyl-4-oxo-2,3,4,5-tetrahydrobenzo[b][1,4]oxazepin-3-yl)-1-(2,2,2-trifluoroethyl)-1,3-dihydrofuro[3,4-c]pyridine-6-carboxamide C[C@]1(OCC=2C=NC(=CC21)C(=O)N[C@@H]2C(N(C1=C(OC2)C=CC=C1)C)=O)CC(F)(F)F